ClC=1N=NC(=CC1C12CC(C1)(C2)N2C(CC(CC2)C2=CC=CC=C2)=O)Cl 1-[3-(3,6-dichloropyridazin-4-yl)-1-bicyclo[1.1.1]pentanyl]-4-phenyl-piperidin-2-one